NC1=C(C(C(=O)O)=CC=C1)C(=O)O 3-amino-phthalic acid